C(C)(C)(C)NC1=CC(=C2C(=N1)C=C(S2)C2=CC=NN2C2OCCCC2)NCC(=O)NC 2-((5-(tert-butylamino)-2-(1-(tetrahydro-2H-pyran-2-yl)-1H-pyrazol-5-yl)thieno[3,2-b]pyridin-7-yl)amino)-N-methylacetamide